ON1C(CC(CC1(C)C)OCC1=CC=CC=C1)(C)C 1-hydroxy-2,2,6,6-tetramethyl-4-benzoxypiperidine